C(C)OC=1C=C(CN2CCC(CC2)C(=O)NC=2C=C(C=CC2)C2=CC(=CC=C2)OC)C=CC1O 1-(3-ethoxy-4-hydroxybenzyl)-N-(3'-methoxy-[1,1'-biphenyl]-3-yl)piperidine-4-carboxamide